O=C([C@](O)([C@@](O)([C@](O)([C@](O)(C(O)([3H])[3H])[3H])[3H])[3H])[3H])[3H] [1,2,3,4,5,6,6-3H7]glucose